cysteineyldopa N[C@@H](CS)C(=O)N[C@H](C(=O)O)CC1=CC=C(O)C(O)=C1